C(C)C=1C=C2CN(C(C2=CC1CC1=C(C=C(C=C1)N1N=CC=C1)F)=O)CC(C)(C)O 5-ethyl-6-(2-fluoro-4-(1H-pyrazol-1-yl)benzyl)-2-(2-hydroxy-2-methylpropyl)isoindolin-1-one